1-(6-(8-chloro-7-fluoronaphthalen-1-yl)-7-fluoroisothiazolo[4,3-c]pyridin-3-yl)-N-methylazetidin-3-amine ClC=1C(=CC=C2C=CC=C(C12)C1=C(C=2C(C=N1)=C(SN2)N2CC(C2)NC)F)F